(7-Bromo-9,9-dimethyl-9H-fluoren-2-yl)-(9,9-dimethyl-9H-fluoren-4-yl)-(9,9-dimethyl-9H-fluoren-2-yl)-amine BrC1=CC=C2C=3C=CC(=CC3C(C2=C1)(C)C)N(C1=CC=2C(C3=CC=CC=C3C2C=C1)(C)C)C1=CC=CC=2C(C3=CC=CC=C3C12)(C)C